4-(7-Cyclopentylthieno[3,2-b]pyridin-2-yl)-N-[5-(6-ethyl-2,6-diazaspiro[3.3]heptan-2-yl)pyridin-2-yl]-5-fluoropyrimidin-2-amine C1(CCCC1)C1=C2C(=NC=C1)C=C(S2)C2=NC(=NC=C2F)NC2=NC=C(C=C2)N2CC1(C2)CN(C1)CC